1-cyclopropyl-2-oxo-1,2-dihydropyridine-3-carboxylic acid C1(CC1)N1C(C(=CC=C1)C(=O)O)=O